ClC1=CC=C(C=C1)\C(=C(/CC)\C1=CC=CC=C1)\C1=CC=C(OCCN2CCN(CC2)C(=O)[O-])C=C1 (E)-4-(2-(4-(1-(4-chlorophenyl)-2-phenylbut-1-en-1-yl)phenoxy)ethyl)piperazine-1-carboxylate